N-((8endo)-3-(6-chloropyridazin-4-yl)-3-azabicyclo[3.2.1]octan-8-yl)-8-isopropyl-5-(2,2,2-trifluoroethoxy)-[1,2,4]triazolo[1,5-a]pyridin-2-amine ClC1=CC(=CN=N1)N1CC2CCC(C1)C2NC2=NN1C(C(=CC=C1OCC(F)(F)F)C(C)C)=N2